NC1=C(C=C(C=N1)C=1C=NN(C1)C1CCN(CC1)CCOCCOCCOCCOCCOCC(=O)OCC)O[C@H](C)C1=C(C(=CC=C1Cl)F)Cl ethyl (R)-17-(4-(4-(6-amino-5-(1-(2,6-dichloro-3-fluorophenyl)ethoxy)pyridin-3-yl)-1H-pyrazol-1-yl)piperidin-1-yl)-3,6,9,12,15-pentaoxaheptadecanoate